FC(C1=NN(C(=C1C(=O)N)F)CC)F 3-difluoromethyl-5-fluoro-1-ethyl-1H-pyrazole-4-carboxamide